ClC1=CC=C(C=C1)C1=CC(=CC=C1)C1=CC=CC=2C3(C4=CC=CC=C4C12)C1=CC=CC=C1C=1C=CC=CC13 4-(4'-chloro-[1,1'-biphenyl]-3-yl)-9,9'-spirobi[fluorene]